CC1=C(N=C(O1)C=1C=C(C=CC1)C)CN1CCC(CC1)\C(\C(\C)=N\NC(NC)=S)=N/NC(NC)=S (2E,2'E)-2,2'-(1-(1-((5-methyl-2-(m-tolyl)oxazol-4-yl)methyl)piperidin-4-yl)propane-1,2-diylidene)bis(N-methylhydrazine-1-carbothioamide)